(R)-2-((S)-2,4-dimethylpiperazin-1-yl)-N-(3-(2-((2-fluoro-3-(methylsulfonyl)phenyl)amino)-5-methyl-pyrimidin-4-yl)-1H-indol-7-yl)butanamide carbamate (isoleucinyl-carbamate) N[C@@H]([C@@H](C)CC)C(=O)NC(O)=O.C(N)(O)=O.C[C@@H]1N(CCN(C1)C)[C@@H](C(=O)NC=1C=CC=C2C(=CNC12)C1=NC(=NC=C1C)NC1=C(C(=CC=C1)S(=O)(=O)C)F)CC